tert-butyl (R)-2-(4-hydroxybutyl)piperidine-1-carboxylate OCCCC[C@@H]1N(CCCC1)C(=O)OC(C)(C)C